CC1=CC=C(C=C1)S(=O)(=O)OC(CC)CC pent-3-yl 4-methylbenzenesulfonate